2-{[(2S)-4-{2-[(4-chloro-2-fluorobenzyl)oxy]pyrimidin-4-yl}-2-methylpiperazin-1-yl]methyl}-1-(1,3-oxazol-2-ylmethyl)-1H-benzimidazole-6-carboxylic acid, trifluoroacetate salt FC(C(=O)O)(F)F.ClC1=CC(=C(COC2=NC=CC(=N2)N2C[C@@H](N(CC2)CC2=NC3=C(N2CC=2OC=CN2)C=C(C=C3)C(=O)O)C)C=C1)F